7-(4-fluorobenzoyl)-8-methyl-3-(3-methyl-1,2,4-thiadiazol-5-yl)-5,6,7,8-tetrahydroimidazo[1,5-a]pyrazin-1-ylcarbamate FC1=CC=C(C(=O)N2C(C=3N(CC2)C(=NC3NC([O-])=O)C3=NC(=NS3)C)C)C=C1